N-(2,4-dimethoxybenzyl)-1-(N-(3-(dimethylamino)-4-methoxyphenyl)propiolamido)cyclopentane-1-carboxamide COC1=C(CNC(=O)C2(CCCC2)N(C(C#C)=O)C2=CC(=C(C=C2)OC)N(C)C)C=CC(=C1)OC